NCCCC(C)CCCN bis(3-aminopropyl)ethane